NC1=C(C(=CC=C1C=O)C(C)C)CC(=O)N (2-amino-3-formyl-6-isopropylphenyl)acetamide